ClOC=1C(C=O)=CC=CC1 chlorosalicylaldehyde